Para-fluorophenylethylamine FC1=CC=C(C=C1)CCN